2,6-dioxopiperidin O=C1NC(CCC1)=O